C(C(C(CC(=O)OC1CC(NC(C1)(C)C)(C)C)C(=O)OC1CC(NC(C1)(C)C)(C)C)C(=O)OC1CC(NC(C1)(C)C)(C)C)C(=O)OC1CC(NC(C1)(C)C)(C)C tetrakis(2,2,6,6-tetramethyl-4-piperidyl) 1,2,3,4-butanetetracarboxylate